NC1=CC=CC(=N1)C1=CC=C(C=C1)C(C(=O)OC)(C)C methyl 2-(4-(6-aminopyridin-2-yl) phenyl)-2-methylpropionate